(1S,5S)-3,6-diazabicyclo[3.2.2]nonane-3-carboxylic acid benzyl ester hydrochloride Cl.C(C1=CC=CC=C1)OC(=O)N1C[C@@H]2CN[C@H](C1)CC2